F[B-](F)(F)F.C(CCCCCC)C1=CC=C(C=C1)[I+]C1=CC=C(C=C1)CCCCCCC di(4-HEPTYLPHENYL)iodonium tetrafluoroborate